6-[[2-[[4-(2,4-dichlorophenyl)-5-(4-methyl-1H-imidazol-2-yl)-2-pyrimidinyl]-amino]ethyl]amino]nicotinonitrile ClC1=C(C=CC(=C1)Cl)C1=NC(=NC=C1C=1NC=C(N1)C)NCCNC1=NC=C(C#N)C=C1